COC=1C=C(CN2N=C(C=3C2=NC=C(C3)NC(C=C)=O)C)C=CC1C(F)(F)F N-(1-(3-methoxy-4-(trifluoromethyl)benzyl)-3-methyl-1H-pyrazolo[3,4-b]pyridin-5-yl)acrylamide